6-((3S,4S)-4-amino-3-methyl-2-oxa-8-azaspiro[4.5]decan-8-yl)-3-ethynyl-5-methyl-1,5-dihydro-4H-pyrazolo[3,4-d]pyrimidin-4-one N[C@@H]1[C@@H](OCC12CCN(CC2)C=2N(C(C1=C(N2)NN=C1C#C)=O)C)C